O=C1NC(CC[C@H]1N1C(C2=CC=C(C=C2C1)N1CCN(CC1)C(=O)N1CCN(CC1)CCOC1=CC=C(C=C1)\C(=C(/CC)\C1=CC=CC=C1)\C1=CC=C(C=C1)B(O)O)=O)=O (R,E)-(4-(1-(4-(2-(4-(4-(2-(2,6-dioxopiperidin-3-yl)-1-oxoisoindolin-5-yl)piperazine-1-carbonyl)piperazin-1-yl)ethoxy)phenyl)-2-phenylbut-1-en-1-yl)phenyl)boronic acid